(R)-(4-trifluoromethylphenyl)-3-methyl-monophenyl-1,4,5,7-tetrahydro-6H-pyrazolo[3,4-b]pyridin-6-one FC(C1=CC=C(C=C1)[C@@H]1C2=C(NC(C1)=O)N(N=C2C)C2=CC=CC=C2)(F)F